B([O-])([O-])[O-].C(F)(F)F.C(F)(F)F.[Li+].[Li+].[Li+] lithium bis(fluoroform) borate